ClC=1C=C2CC(N(C2=CC1)CC(=O)NC1=CC(=C(C=C1)C)C)=O 2-(5-chloro-2-oxo-2,3-dihydro-1H-indol-1-yl)-N-(3,4-dimethylphenyl)acetamide